C1(=CC=CC=C1)NC=1C=CC=C2C1OC1=C2C=2C=CC=CC2C=C1[Si](C)(C)C N-phenyl-6-trimethylsilylbenzo[b]naphtho[1,2-d]furan-8-amine